C(#N)C(C)(C)C1=NN=C(O1)C1=CC2=C(C(C[C@@H](C(N2CC2=CC=C(C=C2)C2=NC=C(C=C2)OC)=O)NC(OC(C)(C)C)=O)(F)F)C=C1F tert-butyl N-[(3S)-8-[5-(1-cyano-1-methyl-ethyl)-1,3,4-oxadiazol-2-yl]-5,5,7-trifluoro-1-[[4-(5-methoxy-2-pyridyl)phenyl]methyl]-2-oxo-3,4-dihydro-1-benzazepin-3-yl]carbamate